C(#N)C1=CC(=C(C(=O)NC2=NC=C(C(=C2)C(F)(F)F)C=O)C=C1)C 4-cyano-N-[5-formyl-4-(trifluoromethyl)pyridin-2-yl]-2-methylbenzamide